6-{5-chloro-2-[(oxan-4-yl)amino]pyrimidin-4-yl}-2-[2-oxo-2-(3-phenylazetidin-1-yl)ethyl]-2,3-dihydro-1H-isoindol-1-one ClC=1C(=NC(=NC1)NC1CCOCC1)C1=CC=C2CN(C(C2=C1)=O)CC(N1CC(C1)C1=CC=CC=C1)=O